N1(N=CC=C1)C[C@H]1N(C[C@@H](C1)NC(C1=C(C=C(C=C1)C=1C=C2C=NN(C2=CC1)C)F)=O)C(=O)OC(C)(C)C tert-Butyl (2S,4R)-2-((1H-pyrazol-1-yl)methyl)-4-(2-fluoro-4-(1-methyl-1h-indazol-5-yl)benzamido)pyrrolidine-1-carboxylate